C[SiH](O[Si](C)(C)O[SiH](C)C)O[SiH](C)C methyl-(dimethylsilyloxy)[(dimethylsiloxy)dimethylsiloxy]silane